COC(\C(=C\OC)\C1=C(C=CC=C1)OC1=NC=CC(=C1)C(C)(C)C)=O.OC1=C(C=CC=C1)OC hydroxyanisole methyl-(E)-2-[2-(4-tert-butyl-pyridin-2-yloxy)phenyl]-3-methoxyacrylate